ClC1=NN(C=C1)C=1C(N(N=C(C1O)COC)C1=C(C=C(C=C1C)C(F)(F)F)C)=O 4-(3-chloro-1H-pyrazol-1-yl)-2-[2,6-dimethyl-4-(trifluoromethyl)phenyl]-5-hydroxy-6-(methoxymethyl)pyridazin-3(2H)-one